3H-pyrrolizin-3-one C1=CC(N2C=CC=C12)=O